FC=1C=CC=C2C(NN=C(C12)C1=CC2=C(NC(=N2)NC(OC2CC2)=O)C=C1)=O Cyclopropyl (5-(8-fluoro-4-oxo-3,4-dihydrophthalazin-1-yl)-1H-benzimidazol-2-yl)carbamate